binaphthyl-2,2'-diyl hydrogenphosphate P1(=O)(O)OC2=C(C3=CC=CC=C3C=C2)C2=C(C=CC3=CC=CC=C23)O1